C1(CCC1)N1N=C(C2=CC=CC(=C12)OC(F)F)NC(C1=CC=C(C=C1)F)=O N-(1-cyclobutyl-7-(difluoromethoxy)-1H-indazol-3-yl)-4-fluorobenzamide